S1C(NC2C1=CC=CC2)C(=O)N tetrahydrobenzo[d]thiazole-2-carboxamide